C(#N)CC(=O)N1C[C@@H](CCC1)OC1=NC=C(C2=CC(=C(C=C12)OC(C)C)C(=O)N)C#CC1CCC(CC1)(C)O 1-(((R)-1-(2-cyanoacetyl)piperidin-3-yl)oxy)-4-(((1r,4R)-4-hydroxy-4-methylcyclohexyl)ethynyl)-7-isopropoxyisoquinoline-6-carboxamide